methyl 5-(5-((1S,2S)-2-(tert-butoxycarbonyl)cyclohexane-1-carboxamido)-6-methylpyridin-2-yl)-3-methylisoxazole-4-carboxylate C(C)(C)(C)OC(=O)[C@@H]1[C@H](CCCC1)C(=O)NC=1C=CC(=NC1C)C1=C(C(=NO1)C)C(=O)OC